1-(5-(4-amino-7-isopropyl-7H-pyrrolo[2,3-d]pyrimidin-5-yl)imidazo[1,2-a]pyridin-8-yl)-3-(4-((1-methylpiperidin-4-yl)oxy)-3-(trifluoromethyl)-phenyl)urea NC=1C2=C(N=CN1)N(C=C2C2=CC=C(C=1N2C=CN1)NC(=O)NC1=CC(=C(C=C1)OC1CCN(CC1)C)C(F)(F)F)C(C)C